1-{3-[({3-[2,4-bis(benzyloxy)phenyl]oxetan-3-yl}amino)methyl]-2-fluorophenyl}-N-methylmethanesulfonamide C(C1=CC=CC=C1)OC1=C(C=CC(=C1)OCC1=CC=CC=C1)C1(COC1)NCC=1C(=C(C=CC1)CS(=O)(=O)NC)F